tert-butyl 10-(benzyloxy)-1,4,5,6-tetrahydroazepino[4,5-b]indole-3(2H)-carboxylate C(C1=CC=CC=C1)OC=1C=2C3=C(NC2C=CC1)CCN(CC3)C(=O)OC(C)(C)C